ClC1=CC=C(C=C1)C(CC#N)CC#N 3-(4-chlorophenyl)pentanedinitrile